(1H-PYRROLO[2,3-B]PYRIDIN-1-YL)PYRIMIDIN-2-YL-AMINO-PHENYL-ACRYLAMIDE N1(C=CC=2C1=NC=CC2)NC(C(=C(N)C2=NC=CC=N2)C2=CC=CC=C2)=O